CS(=O)(=O)OCCC=1N=C(OC1C)C1=C(C=CC=C1[2H])[2H] 2-(5-methyl-2-(phenyl-2,6-d2)oxazol-4-yl)ethyl methanesulfonate